C(C)N(C(=N[N+](=O)[O-])N)N=O 1-ethyl-2-nitro-1-nitrosoguanidine